O=C1N(CCN1)CCOC1=C(C#[N+][O-])C=CC=C1 2-[2-(2-oxoimidazolidin-1-yl)ethoxy]benzonitrile oxide